5-methyl-3-(2-{[(3S)-piperidin-3-yl]amino}-5-(trifluoromethyl)pyrimidin-4-yl)-1H,4H,5H,6H-pyrrolo[2,3-c]pyrrol-6-one CN1C(C2=C(C1)C(=CN2)C2=NC(=NC=C2C(F)(F)F)N[C@@H]2CNCCC2)=O